(pyrrolidin-2-one-1-yl)-6-(6-(trifluoromethyl)pyridin-2-yl)-N-(2-(trifluoromethyl)pyridin-4-yl)-1,3,5-triazin-2-amine N1(C(CCC1)=O)C1=NC(=NC(=N1)C1=NC(=CC=C1)C(F)(F)F)NC1=CC(=NC=C1)C(F)(F)F